NC=1C=CC(=NC1)N1N=C(C(=C1)C1=CN=C(N1C)C(=O)NC1=CC(=C(C=C1)C(=O)N1C[C@@H](NCC1)C)Cl)C(F)(F)F 5-[1-(5-amino-2-pyridyl)-3-(trifluoromethyl)pyrazol-4-yl]-N-[3-chloro-4-[(3S)-3-methylpiperazine-1-carbonyl]phenyl]-1-methylimidazole-2-carboxamide